[Br-].C[NH+](C)C N,N,N-trimethyl-ammonium bromide